12-Bromododecyl-triethoxysilane BrCCCCCCCCCCCC[Si](OCC)(OCC)OCC